NC=1C2=C(N=CN1)N(C(=C2C2=CC(=C(C(=O)NCC(C)(C)OC)C(=C2)F)F)C2=CC=C(C=C2)NC(C(=C)C)=O)C 4-(4-amino-6-(4-methacrylamido-phenyl)-7-methyl-7H-pyrrolo[2,3-d]pyrimidin-5-yl)-2,6-difluoro-N-(2-methoxy-2-methylpropyl)benzamide